5-((1R,5S)-1-(2-((R)-2-((tert-Butoxycarbonyl)amino)propoxy)-5-fluorophenyl)-2-azabicyclo[3.1.0]Hexane-2-yl)pyrazolo[1,5-a]Pyrimidine-3-carboxylic acid C(C)(C)(C)OC(=O)N[C@@H](COC1=C(C=C(C=C1)F)[C@@]12N(CC[C@H]2C1)C1=NC=2N(C=C1)N=CC2C(=O)O)C